tert-butyl 4-(4-(2,6-bis(benzyloxy)pyridin-3-yl)-2,5-difluorophenyl)-5,6-dihydropyridine-1(2H)-carboxylate C(C1=CC=CC=C1)OC1=NC(=CC=C1C1=CC(=C(C=C1F)C1=CCN(CC1)C(=O)OC(C)(C)C)F)OCC1=CC=CC=C1